F[C@H]1[C@H](C[C@@]2(CC[C@H]1N2)C)OC=2N=CC(=NC2)C=2C=C1C=CN=CC1=CC2O 6-(5-(((1s,3s,4r,5r)-4-fluoro-1-methyl-8-azabicyclo[3.2.1]oct-3-yl)oxy)pyrazin-2-yl)isoquinolin-7-ol